methyl (1R,2S,5S)-6,6-dimethyl-3-[(2S)-3-methyl-2-(pyrimidin-5-ylamino)butanoyl]-3-azabicyclo[3.1.0]hexane-2-carboxylate CC1([C@H]2CN([C@@H]([C@@H]12)C(=O)OC)C([C@H](C(C)C)NC=1C=NC=NC1)=O)C